FC(OC1=CC(=C(C(=C1)C(C)C)CC(=O)NS(=O)(=N)C=1SC(=CC1F)C(C)(C)O)CC)F 2-(4-(difluoromethoxy)-2-ethyl-6-isopropylphenyl)-N-(3-fluoro-5-(2-hydroxypropan-2-yl)thiophene-2-sulfonimidoyl)acetamide